C(C1=CC=CC=C1)N1CCC=2N=C3C(=CC2C1)CN(C3)C(CC3CN(C3)C3=CC(=NC=C3)C(F)(F)F)=O 1-(7-Benzyl-1,3,5,6,7,8-hexahydro-2,4,7-triaza-cyclopenta[b]naphthalen-2-yl)-2-[1-(2-trifluoromethyl-pyridin-4-yl)-azetidin-3-yl]-ethanone